C[C@@H]1N(C[C@H]2N(C=3C(=NN=C(C3)C3=C(C=CC=C3)O)NC2)C1)C1CNCC1 2-((6aS,9S)-9-methyl-8-(pyrrolidin-3-yl)-6,6a,7,8,9,10-hexahydro-5H-pyrazino[1',2':4,5]pyrazino[2,3-c]pyridazin-2-yl)phenol